2,4,2',4'-biphenyltetraol C=1(C(=CC(=CC1)O)O)C=1C(=CC(=CC1)O)O